ClC=1C=C(C#N)C=C(C1)C(CN1C[C@H]([C@@H](C1)C)COC1=CC=C(C=C1)S(=O)(=O)C)C 3-chloro-5-[1-[(3s,4s)-3-[(4-methylsulfonylphenoxy)methyl]-4-methylpyrrolidin-1-yl]propan-2-yl]benzonitrile